N-butyl-pyridine bromide [Br-].C(CCC)N1CC=CC=C1